NC1(C(=CC=CC1)C1=CC=CC=C1)[Pd+2] (2-amino-1,1'-biphenyl-2-yl)palladium (III)